ClC1=CC=C(C=C1)C1CN(C1)S(=O)(=O)[C@@H]1CN(CC1)C#N (S)-3-((3-(4-chlorophenyl)azetidin-1-yl)sulfonyl)pyrrolidine-1-carbonitrile